2-benzoyl-2,4,6-trihydroxy-2,3-dihydro-1-benzofuran-3-yl-oxidanesulfonic acid C(C1=CC=CC=C1)(=O)C1(OC2=C(C1OS(=O)(=O)O)C(=CC(=C2)O)O)O